tert-butyl (3-(7-((3-chloro-1-methyl-1H-pyrazol-4-yl)amino)-2-oxo-3-phenyl-3,4-dihydropyrimido[4,5-d]pyrimidin-1(2H)-yl)phenyl)carbamate ClC1=NN(C=C1NC1=NC=C2C(=N1)N(C(N(C2)C2=CC=CC=C2)=O)C=2C=C(C=CC2)NC(OC(C)(C)C)=O)C